The molecule is a member of the class of methanopterins resulting from the formal hydrogenation at the 7 and 8 positions of methanopterin. It is a conjugate acid of a 7,8-dihydromethanopterin(3-). C[C@H]1C(=NC2=C(N1)N=C(NC2=O)N)[C@@H](C)NC3=CC=C(C=C3)C[C@@H]([C@@H]([C@@H](CO[C@@H]4[C@@H]([C@@H]([C@H](O4)COP(=O)(O)O[C@@H](CCC(=O)O)C(=O)O)O)O)O)O)O